2-((Pyridin-2-yl)methoxy)-4-(4-fluorophenyl)-6-(3-methylpyridin-2-yl)pyridine-3-carbonitrile N1=C(C=CC=C1)COC1=NC(=CC(=C1C#N)C1=CC=C(C=C1)F)C1=NC=CC=C1C